1-cyclopropyl-7-(1-((2,4-diaminopyrimidin-5-yl)methyl)-6-fluoroindolin-5-yl)-4-oxo-1,4-dihydroquinoline-3-carboxylic acid C1(CC1)N1C=C(C(C2=CC=C(C=C12)C=1C=C2CCN(C2=CC1F)CC=1C(=NC(=NC1)N)N)=O)C(=O)O